3-(1H-imidazole-1-yl)propanal N1(C=NC=C1)CCC=O